CC=1C(=CC=C2C=CC=NC12)C1=CC=C(OC2CCN(CC2)C(=O)[C@@H]2N(CCC2)C(=O)OC(C)(C)C)C=C1 tert-butyl (2R)-2-[4-[4-(8-methyl-7-quinolyl)phenoxy]piperidine-1-carbonyl]pyrrolidine-1-carboxylate